C(C)(=O)SCCC(=O)OC1=CC=C(C=C1)[N+](=O)[O-] 4-nitrophenyl 3-(acetylthio)propanate